C(#N)C=1C=C(C=C(C1)F)[C@@H]1CC=NN1C(=O)N1CC(C1)OC1=CC(=NC=C1F)C1=C(C=NN1C)C(=O)N (S)-5-(4-((1-(5-(3-cyano-5-fluorophenyl)-4,5-dihydro-1H-pyrazole-1-carbonyl)azetidin-3-yl)oxy)-5-fluoropyridin-2-yl)-1-methyl-1H-pyrazole-4-carboxamide